7-Methyl-6-(pyrazin-2-ylsulfonyl)-6-azaspiro[3.4]octane CC1N(CC2(CCC2)C1)S(=O)(=O)C1=NC=CN=C1